3-((4-bromo-1H-imidazol-1-yl)methyl)-6-chloropyridazine BrC=1N=CN(C1)CC=1N=NC(=CC1)Cl